1-({4-[2-(benzyloxy)ethyl]oxacyclohex-4-yl}methyl)-5-bromo-4-methyl-1H-benzotriazole C(C1=CC=CC=C1)OCCC1(CCOCC1)CN1N=NC2=C1C=CC(=C2C)Br